O=S1(CC(CCC1)N1N=CC(=C1)C=1C(=C2CC[C@@H](N(C2=CC1)C(=O)OC)C)OC1=CC=C(C=C1)F)=O Methyl (2S)-6-(1-(1,1-dioxidotetrahydro-2H-thiopyran-3-yl)-1H-pyrazol-4-yl)-5-(4-fluorophenoxy)-2-methyl-3,4-dihydroquinoline-1(2H)-carboxylate